(2R)-2-((4-chloro-6-(2-(2,5-difluorophenyl)propyl)-1,3,5-triazin-2-yl)amino)-4-methylpentan-1-ol ClC1=NC(=NC(=N1)CC(C)C1=C(C=CC(=C1)F)F)N[C@@H](CO)CC(C)C